COC1=CC=C(CN2S(C3=C(C2)C=CC(=C3)C(C(=O)OC)(C)C)(=O)=O)C=C1 methyl 2-(2-(4-methoxybenzyl)-1,1-dioxido-2,3-dihydrobenzo[d]isothiazol-6-yl)-2-methylpropanoate